ON=C(N)C=1C=CC=2N(C1)C=C(N2)CC(=O)OCC ethyl 2-(6-(N'-hydroxycarbamimidoyl)imidazo[1,2-a]pyridin-2-yl)acetate